ClC1=CC2=C(N=C(N2)C(Cl)(Cl)Cl)C=C1 5-chloro-2-(trichloromethyl)benzimidazole